OC1CC(C1)NC(C1=CC(=CC=C1)CN1C(C2=CC=C(C=C2C=C1)C=1C(=NOC1)C)=O)=O N-((1R,3R)-3-Hydroxycyclobutyl)-3-((6-(3-methylisoxazol-4-yl)-1-oxoisoquinolin-2(1H)-yl)methyl)benzamide